(3S)-N-methyl-N-(m-tolyl)-1,1-dioxo-1,2-thiazolidine-3-carboxamide CN(C(=O)[C@H]1NS(CC1)(=O)=O)C=1C=C(C=CC1)C